N-(3-(2'-acetamido-6-(2-hydroxyethoxy)-[2,4'-bipyridin]-4-yl)-4-methylphenyl)-2-(trifluoromethyl)isonicotinamide C(C)(=O)NC1=NC=CC(=C1)C1=NC(=CC(=C1)C=1C=C(C=CC1C)NC(C1=CC(=NC=C1)C(F)(F)F)=O)OCCO